ClC=1C=C(C=C(C1)Cl)C1(CC(=NO1)C1=CC(=C(C(=O)NC2CS(C2)=O)C=C1)C)C(F)(F)F 4-[5-(3,5-dichlorophenyl)-4,5-dihydro-5-(trifluoromethyl)-3-isoxazolyl]-2-methyl-N-(trans-1-oxo-3-thietanyl)benzamide